5-hydroxy-5-methyl-bicyclo[2.2.1]Hept-2-ene OC1(C2C=CC(C1)C2)C